tert-butyl 4-(4-(5-(tert-butyl)benzo[d]oxazol-2-ylamino)phenylamino)-4-oxobutylcarbamate (tert-butyl 4-(4-(5-tert-butylbenzo[d]oxazol-2-ylamino)phenylamino)-4-oxobutylcarbamate) C(C)(C)(C)N(C(O)=O)CCCC(=O)NC1=CC=C(C=C1)NC=1OC2=C(N1)C=C(C=C2)C(C)(C)C.C(C)(C)(C)C=2C=CC1=C(N=C(O1)NC1=CC=C(C=C1)NC(CCCNC(OC(C)(C)C)=O)=O)C2